dihydroxy-5-(1-methylethyl)benzoic acid OC=1C(=C(C(=O)O)C=C(C1)C(C)C)O